ClC=1C=C(C=CC1Cl)C=1N(C(=CC(C1C(=O)OCC)=O)NC1=C(C=CC=C1)F)CC ethyl 2-(3,4-dichlorophenyl)-1-ethyl-6-(2-fluoroanilino)-4-oxo-pyridine-3-carboxylate